COC1=CC=C(C=C1)C1=NC(=C2N=CNC2=N1)C1=CC=C(C=C1)OC 2,6-bis(4-methoxyphenyl)-9H-purine